ClCC=1C=C(C=CC1OC1=CC=CC=C1)N1C(N(C(NC1=O)=O)C1=CC(=CC=C1)C)=O 1-[3-(Chloromethyl)-4-phenoxyphenyl]-3-(3-methylphenyl)-1,3,5-triazine-2,4,6-trione